3,5-dichloro-4-[[4-methoxy-3-(4,4,5,5-tetramethyl-1,3,2-dioxaborolan-2-yl)phenyl]methyl]phenol ClC=1C=C(C=C(C1CC1=CC(=C(C=C1)OC)B1OC(C(O1)(C)C)(C)C)Cl)O